F[B-](F)(F)F.C(C)[N+]1=CN(C2=C1C=CC=C2)CC 1,3-Diethylbenzimidazolium tetrafluoroborate